1-(4-fluorophenyl)-2-(4-(dimethylamino) phenyl)-2-hydroxyethyl ketone FC1=CC=C(C=C1)C(C(O)C1=CC=C(C=C1)N(C)C)C(=O)C(C(C1=CC=C(C=C1)N(C)C)O)C1=CC=C(C=C1)F